1,3-diethylimidazole diethyl-phosphate salt C(C)OP(=O)(OCC)O.C(C)N1CN(C=C1)CC